NC=1C=C(C=CC1N)C1=CC(=C(C=C1OC)OC)CC1=NNC(C2=CC=CC=C12)=O 4-((3',4'-diamino-4,6-dimethoxy-[1,1'-biphenyl]-3-yl)methyl)phthalazin-1(2H)-one